1H-pyrazole-1-carbothioamide N1(N=CC=C1)C(N)=S